1-(5-chloro-6-methylpyridin-2-yl)-N-{2-fluoro-3-[6-oxo-4-(trifluoromethyl)-1,6-dihydropyrimidin-2-yl]-4-(trifluoromethyl)benzyl}piperidine-4-carboxamide ClC=1C=CC(=NC1C)N1CCC(CC1)C(=O)NCC1=C(C(=C(C=C1)C(F)(F)F)C=1NC(C=C(N1)C(F)(F)F)=O)F